cerous trichloride hydrate O.[Cl-].[Cl-].[Cl-].[Ce+3]